(3-amino-5-ethyl-4,5,6,7-tetrahydro-pyrazolo[4,3-c]pyridin-1-yl)(1,2,3,4-tetrahydro-quinolin-4-yl)methanone NC1=NN(C2=C1CN(CC2)CC)C(=O)C2CCNC1=CC=CC=C21